C(CCCCCC(OC)=N)(OC)=N Dimethyl pimelimidate